FC=1C=C(C=C(C1)F)[C@@H]1[C@H](C1)B1OC(C(O1)(C)C)(C)C 2-[(1S,2S)-2-(3,5-difluorophenyl)cyclopropyl]-4,4,5,5-tetramethyl-1,3,2-dioxaborolane